Dimethyl (E)-1,3-dioxo-2-phenyl-2,3,5,6,9,10-hexahydro-1H-cycloocta[f]isoindole-4,11-dicarboxylate O=C1N(C(C2=C(C3=C(C(=C12)C(=O)OC)CC/C=C/CC3)C(=O)OC)=O)C3=CC=CC=C3